3-{4-[(5-fluoro-7H-pyrrolo[2,3-d]pyrimidin-4-yl)oxy]bicyclo[2.2.1]hept-1-yl}-1-[5-(trifluoromethyl)-3-pyridinyl]-2,4-imidazolidinedione FC1=CNC=2N=CN=C(C21)OC21CCC(CC2)(C1)N1C(N(CC1=O)C=1C=NC=C(C1)C(F)(F)F)=O